FC1=C2C=C(N=NC2=CC(=C1)C=1C=C(C=2N(N1)C=C(N2)C)OC2=CC=CC=C2)C2CCNCC2 5-Fluoro-7-(2-methyl-8-phenoxyimidazo[1,2-b]pyridazin-6-yl)-3-(piperidin-4-yl)cinnoline